O(C1=CC=CC=C1)C(C(=O)N(NC(C1=CC(C(=O)O)=CC=C1)=O)C(C(C)OC1=CC=CC=C1)=O)C isophthalic acid bis(2-phenoxypropionyl) hydrazide